3-(3,4-dimethoxyphenyl)-1-propene COC=1C=C(C=CC1OC)CC=C